C1(CC1)N1C(=NC2=NC=C(C=C21)C=2C=CN1N=CN=C(C12)N1CC(CC1)(C)F)C 1-cyclopropyl-6-(4-(3-fluoro-3-methylpyrrolidin-1-yl)pyrrolo[2,1-F][1,2,4]triazin-5-yl)-2-methyl-1H-imidazo[4,5-b]pyridine